(R)-7-((5-(2-(1-(dimethylamino)-cyclopropyl)morpholino)pyridin-2-yl)amino)-4-(7-fluoroimidazo[1,2-a]pyridin-3-yl)isoindolin-1-one CN(C1(CC1)[C@@H]1OCCN(C1)C=1C=CC(=NC1)NC=1C=CC(=C2CNC(C12)=O)C1=CN=C2N1C=CC(=C2)F)C